ClC(CN(C(O)=O)OC(CC1=CC=C(C=C1)N=[N+]=[N-])=O)(Cl)Cl.C1(=CC=CC2=CC=CC=C12)C1=CC=CC=2CC3=CC=CC(=C3C12)C1=CC=CC2=CC=CC=C12 4,5-di(1-naphthyl)fluorene 2,2,2-Trichloroethyl-(2-(4-azidophenyl)acetoxy)carbamate